BrC1=C(CC2C(C3=CC=C(C=C3C2)F)=O)C=C(C=C1)F 2-(2-bromo-5-fluorobenzyl)-5-fluoro-2,3-dihydro-1H-inden-1-one